ClC=1C(=C(C(=O)OC2=C(C(=C(C(=O)OC3=C(C(=C(C(=O)O)C(=C3C)C)C)C)C(=C2)C)C)C)C(=C(C1OC(C1=C(C=C(C=C1C)O)OC)=O)C)O)C 4-((4-((3-chloro-6-hydroxy-4-((4-hydroxy-2-methoxy-6-methylbenzoyl)oxy)-2,5-dimethylbenzoyl)oxy)-2,3,6-trimethylbenzoyl)oxy)-2,3,5,6-tetramethylbenzoic acid